6-[(3S)-3-amino-1,3-dihydrospiro[indene-2,4'-piperidine]-1'-yl]-5-methyl-1H-pyrazolo[3,4-b]pyrazine-3-carbonitrile N[C@@H]1C2=CC=CC=C2CC12CCN(CC2)C2=C(N=C1C(=N2)NN=C1C#N)C